C(C)(C)N(C(C1=NC=C(C=C1)NC=1OC(=CN1)C1=CC=C(C=C1)C(F)(F)F)=O)OCC1=CC=C(C=C1)OC N-isopropyl-N-((4-methoxybenzyl)oxy)-5-((5-(4-(trifluoromethyl)phenyl)oxazol-2-yl)amino)picolinamide